(S)-4-(4-(5-bromo-2-methylthiophen-3-yl)piperidin-2-yl)benzoate BrC1=CC(=C(S1)C)C1C[C@H](NCC1)C1=CC=C(C(=O)[O-])C=C1